(E)-N-(3-(diethylamino)-2-(7H-pyrrolo[2,3-d]pyrimidin-4-yl)allylidene)-N-ethylethylammonium chloride [Cl-].C(C)N(/C=C(\C=[N+](CC)CC)/C=1C2=C(N=CN1)NC=C2)CC